CC1CCC(C2(OCC(O2)CO)C1)C(C)C 9-Methyl-6-(1-methylethyl)-1,4-dioxaspiro-[4.5]decan-2-methanol